C1C(CCCC1)([N])[N] 2-cyclohexylidenedinitrogen